CN(C1=C(C=NC=C1)NCC=1C=C2N=CC=NC2=CC1)C1CNCC1 N4-methyl-N4-(pyrrolidin-3-yl)-N3-(quinoxalin-6-ylmethyl)pyridine-3,4-diamine